2,2,2-trifluoro-1-((3R,4R)-4-((5-fluoro-7-(5-(trifluoromethyl)pyridin-2-yl)pyrrolo[2,1-f][1,2,4]triazin-2-yl)amino)-3-hydroxypiperidin-1-yl)ethan-1-one FC(C(=O)N1C[C@H]([C@@H](CC1)NC1=NN2C(C=N1)=C(C=C2C2=NC=C(C=C2)C(F)(F)F)F)O)(F)F